O1COC2=C1C=CC(=C2)CC2=CC=1C(=NOC1C(=O)NC=1SC(=NN1)SC)C=C2 5-(benzo[d][1,3]dioxol-5-ylmethyl)-N-(5-(methylsulfanyl)-1,3,4-thiadiazol-2-yl)benzo[c]isoxazol-3-carboxamide